C(C)(C)(C)OC(N[C@H](CF)CN1C(C=2C=C3C(=CC2CC1)N(C(=N3)C=3N(C1=C(C=CC=C1C3)OC)CCOC)C)=O)=O (S)-(1-fluoro-3-(2-(7-methoxy-1-(2-methoxyethyl)-1H-indol-2-yl)-1-methyl-5-oxo-1,5,7,8-tetrahydro-6H-imidazo[4,5-g]isoquinolin-6-yl)propan-2-yl)carbamic acid tert-butyl ester